Cl.[N+](=O)([O-])C1=CC=C(OC(CC)(C=2OC=CC2)N(C)C)C=C1 (4-Nitrophenoxy)-1-(furan-2-yl)-N,N-dimethylpropylamine hydrochloride